2-((2-((7-methoxy-2-methyl-1,2,3,4-tetrahydroisoquinolin-6-yl)amino)-7H-pyrrolo[2,3-d]pyrimidin-4-yl)amino)-N,N-dimethylbenzenesulfonamide COC1=C(C=C2CCN(CC2=C1)C)NC=1N=C(C2=C(N1)NC=C2)NC2=C(C=CC=C2)S(=O)(=O)N(C)C